6-methyl-N-(3-methylsulfanylphenyl)-3-(triazolo[4,5-b]pyridin-3-yloxy)pyridazine-4-carboxamide CC1=CC(=C(N=N1)ON1N=NC=2C1=NC=CC2)C(=O)NC2=CC(=CC=C2)SC